C1([C@H](O)[C@H](O)[C@H](O1)CO)N(CC(=O)N)C=O ribosyl-formylglycinamide